C(CC)NC1=NC(=NC(=N1)NCCC)NOC(C)C N-(4,6-bis-propylamino-[1,3,5]triazin-2-yl)-O-isopropyl-hydroxylamine